CC1C=2C=CC(=NC2CCN1C(=O)OC(C)(C)C)S(=O)(=O)C tert-butyl 5-methyl-2-(methylsulfonyl)-7,8-dihydro-1,6-naphthyridine-6(5H)-carboxylate